2,4,6-trimethylbenzoyl-n-butylphosphin oxide CC1=C(C(=O)P(CCCC)=O)C(=CC(=C1)C)C